CC=1C(=C2C=NNC2=CC1)C=1C=CC=2N(C1)C=C(N2)C2CN(C2)C(C=C)=O 1-(3-(6-(5-methyl-1H-indazol-4-yl)imidazo[1,2-a]pyridin-2-yl)azetidin-1-yl)prop-2-en-1-one